6-fluoro-N-(methyl-d3)-5-(4-((2-methyl-3-oxo-4H-quinoxalin-6-yl)methyl)piperazine-1-yl)pyridine-2-carboxamide FC1=C(C=CC(=N1)C(=O)NC([2H])([2H])[2H])N1CCN(CC1)CC=1C=C2NC(C(=NC2=CC1)C)=O